(3-amino-5-methoxyphenylethyl)carbamic acid tert-butyl ester C(C)(C)(C)OC(NCCC1=CC(=CC(=C1)OC)N)=O